N=1ON=C2C1C=CC(=C2N)N 2,1,3-benzooxadiazole-4,5-diamine